N-((2S,3R)-1-(dimethylamino)-3-hydroxy-1-oxobutan-2-yl)-4-(hydroxymethyl)-2-oxopiperidine-4-carboxamide CN(C([C@H]([C@@H](C)O)NC(=O)C1(CC(NCC1)=O)CO)=O)C